CC1(C2=CC=CC=C2C=2C=CC=CC12)C 9,9-dimethyl-9H-fluoren